1-(3-((4-(4-chlorophenyl)piperazin-1-yl)methyl)-4-(trifluoromethyl)phenyl)-4-methyl-1,4-diazepan ClC1=CC=C(C=C1)N1CCN(CC1)CC=1C=C(C=CC1C(F)(F)F)N1CCN(CCC1)C